C[Si](C#CC(CC)O)(C)C 1-(trimethylsilyl)-1-pentyn-3-ol